Cl.COC(=O)[C@@H]1NCC[C@H]1O (2R,3R)-3-hydroxypyrrolidine-2-carboxylic acid methyl ester hydrochloride